(S)-glycidyl p-nitrobenzenesulfonate [N+](=O)([O-])C1=CC=C(C=C1)S(=O)(=O)OC[C@@H]1CO1